C(C)C=1C=CC(=C(C1)C1=C(C=CC=C1)C)S(=O)(=O)N1CCC(CC1)(C(=O)N[C@H](C)\C=C/S(=O)(=O)C)F (R,Z)-1-((5-ethyl-2'-methyl-[1,1'-biphenyl]-2-yl)sulfonyl)-4-fluoro-N-(4-(methylsulfonyl)but-3-en-2-yl)piperidine-4-carboxamide